C1(CC1)C1=C(C(=NO1)C1=C(C=CC=C1Cl)Cl)CO[C@@H]1[C@@H]2C(N([C@H](C1)C2)C=2C=CC(=NC2)CCC(=O)OC(C)(C)C)=O |&1:18| tert-Butyl 3-(5-((1S,4R,SR)-5-((5-cyclopropyl-3-(2,6-dichlorophenyl)isoxazol-4-yl)methoxy)-3-oxo-2-azabicyclo[2.2.1]heptan-2-yl)pyridin-2-yl)propanoate